BrCC(=O)NC1=CC=C(S(=O)(=O)Cl)C=C1 N-bromoacetylsulfanilyl chloride